NC=1C=C2CC(CC2=CC1)(C(C(F)(F)F)O)N1C(N[C@@H](C1)C(C)C)=O (4R)-1-(5-amino-2-(2,2,2-trifluoro-1-hydroxyethyl)-2,3-dihydro-1H-inden-2-yl)-4-isopropylimidazolidin-2-one